ethyl 3-(2-methylphenyl)-2,4-dioxo-1,2,3,4-tetrahydropyrimidine-5-carboxylate CC1=C(C=CC=C1)N1C(NC=C(C1=O)C(=O)OCC)=O